2,2'-dipropoxy-3,3',5,5'-tetra-tert-butyl-biphenyl C(CC)OC1=C(C=C(C=C1C(C)(C)C)C(C)(C)C)C1=C(C(=CC(=C1)C(C)(C)C)C(C)(C)C)OCCC